The molecule is a lignan isolated from the stems of Sinocalamus affinis. It has a role as a plant metabolite. It is a lignan, an organic heterotricyclic compound, an oxacycle, a dimethoxybenzene and a member of phenols. CC1(OC[C@@H]2CC3=CC(=C(C(=C3[C@@H]([C@H]2CO1)C4=CC(=C(C(=C4)OC)O)OC)OC)O)OC)C